difluorooctyl-trimethoxysilane FC(CCCCCCC[Si](OC)(OC)OC)F